1,1,3,3-tetra-n-propyldisiloxane C(CC)[SiH](O[SiH](CCC)CCC)CCC